4,5-bis(4-methoxyphenyl)-1H-imidazole COC1=CC=C(C=C1)C=1N=CNC1C1=CC=C(C=C1)OC